C(C1=CC=CC=C1)OC=1C(=C(C=CC1OC)CCN)F 2-(3-benzyloxy-2-fluoro-4-methoxy-phenyl)ethanamine